7-chloro-N-methyl-5-(prop-1-en-2-yl)imidazo[1,5-a]pyridine-1-carboxamide ClC1=CC=2N(C(=C1)C(=C)C)C=NC2C(=O)NC